(2S,3R)-N-(4-(2,6-dimethoxyphenyl)-5-((R)-methoxy(phenyl)methyl)-4H-1,2,4-triazol-3-yl)-3-(5-methyl-2-pyrimidinyl)-2-butanesulfonamide COC1=C(C(=CC=C1)OC)N1C(=NN=C1[C@@H](C1=CC=CC=C1)OC)NS(=O)(=O)[C@@H](C)[C@H](C)C1=NC=C(C=N1)C